(2S)-4-(4-carbamoylthiazol-2-ylsulfanyl)-N-{[4-(3,4-dichlorobenzyl)morpholin-2-yl]methyl}butylamide hydrochloride Cl.C(N)(=O)C=1N=C(SC1)SCCCC[N-]C[C@H]1CN(CCO1)CC1=CC(=C(C=C1)Cl)Cl